O=C1CC(CN1CCC)C(=O)N 5-oxo-1-propylpyrrolidine-3-carboxamide